C(C)(=O)NC1C[C@H]2CCC[C@@H](C1)N2C(C(F)(F)C=2C=C(C(=O)NC1=CC(=C(C=C1)F)C)C=CC2F)=O 3-(2-((1R,3r,5S)-3-acetamido-9-azabicyclo[3.3.1]nonan-9-yl)-1,1-difluoro-2-oxoethyl)-4-fluoro-N-(4-fluoro-3-methylphenyl)benzamide